4-fluoro-2-(((2-toluenesulfonylhydrazino)methyl)phenyl)piperazine-1-carboxylic acid tert-butyl ester C(C)(C)(C)OC(=O)N1C(CN(CC1)F)C1=C(C=CC=C1)CNNS(=O)(=O)CC1=CC=CC=C1